CON(C(=O)C1(CCN(CC1)C(=O)OC(C)(C)C)C)C tert-butyl 4-(methoxy (methyl) carbamoyl)-4-methylpiperidine-1-carboxylate